FC1=C(C=CC(=C1)F)C1=CC(=CC=C1)[C@H](CC(=O)O)NC(=O)NC=1C(N(C=C(C1O)C)C)=O (S)-3-(2',4'-difluorobiphenyl-3-yl)-3-(3-(4-hydroxy-1,5-dimethyl-2-oxo-1,2-dihydropyridin-3-yl)ureido)propanoic acid